propan-2-one O-isobutyryl oxime C(C(C)C)(=O)ON=C(C)C